2-methyl-4-(2-oxo-3H-1,3-benzoxazol-6-yl)piperidine-1-carboxylic acid tert-butyl ester C(C)(C)(C)OC(=O)N1C(CC(CC1)C1=CC2=C(NC(O2)=O)C=C1)C